C1(CCCC1)OC1=C(O[C@H](C(=O)O)C)C=C(C=C1)CN1C(N(C2=CC=C(C=C2C1=O)OC(CF)CF)C1CCN(CC1)C=O)=O (2S)-2-[2-(cyclopentyloxy)-5-({6-[2-fluoro-1-(fluoromethyl)ethoxy]-1-(1-formylpiperidin-4-yl)-2,4-dioxo-1,4-dihydroquinazolin-3(2H)-yl}methyl)phenoxy]propanoic acid